BrC1=C2N(C=3N(C1=O)N=C(N3)C=3CCOCC3)[C@@H](C[C@H]2C)C(=O)OC(C)(C)C tert-butyl (7R,9S)-6-bromo-2-(3,6-dihydro-2H-pyran-4-yl)-7-methyl-5-oxo-5,7,8,9-tetrahydropyrrolo[1,2-c][1,2,4]triazolo[1,5-a]pyrimidine-9-carboxylate